6-(4-cyclopropylphenyl)-5,7-dimethyl-2-(pyridin-2-yl)-2,6-dihydro-1H-pyrrolo[3,4-d]pyridazin-1-one C1(CC1)C1=CC=C(C=C1)N1C(=C2C(N(N=CC2=C1C)C1=NC=CC=C1)=O)C